C(C1=CC=CC=C1)C=1NC(=NN1)C(=O)NC1C(N(C=2C=CC=C3C(=CN(C23)C1)I)C)=O 5-benzyl-N-(7-iodo-1-methyl-2-oxo-1,2,3,4-tetrahydro-[1,4]diazepino[3,2,1-hi]indol-3-yl)-4H-1,2,4-triazole-3-carboxamide